(S)-2-(3-(7,7-difluoro-2-(2-methylazetidin-1-yl)-6,7-dihydro-5H-cyclopenta[d]pyrimidin-4-yl)-1,2,4-oxadiazol-5-yl)-2-methyl-1-(piperazin-1-yl)propan-1-one FC1(CCC2=C1N=C(N=C2C2=NOC(=N2)C(C(=O)N2CCNCC2)(C)C)N2[C@H](CC2)C)F